NCCCN1CCOCC1 3-aminopropyl-morpholine